NC1=NN2C(C=C(C=C2)C=2C(=NC=C(C(=O)NCC3=C(C=CC(=C3)F)OC(F)(F)F)C2)Cl)=N1 5-(2-amino-[1,2,4]triazolo[1,5-a]pyridin-7-yl)-6-chloro-N-(5-fluoro-2-(trifluoromethoxy)benzyl)nicotinamide